(1S,2R,3R,5R)-3-((S)-(4-chlorophenyl)(hydroxy)methyl)-5-((E)-4-hydrazineylidene-1,4-dihydro-7H-pyrrolo[2,3-d]pyrimidin-7-yl)cyclopentane-1,2-diol ClC1=CC=C(C=C1)[C@H]([C@@H]1[C@H]([C@H]([C@@H](C1)N1C=CC\2=C1NC=N/C2=N/N)O)O)O